(rac)-trans-3-amino-1-(N-(3-aminopropyl)sulfamoyl)-4-(3-boronopropyl)pyrrolidine-3-carboxylic acid N[C@@]1(CN(C[C@H]1CCCB(O)O)S(NCCCN)(=O)=O)C(=O)O |r|